CC1=CC=C(C(=O)C2=CC=C(C=C2)F)C=C1 4-methyl-4'-fluoro-benzophenone